C(#N)C=1C=C(C=CC1)C=1N=C(SC1C1=CC(=NC(=C1)C)C)NC(=O)N1C[C@H](NCC1)C(C)(C)O (3S)-N-[4-(3-cyanophenyl)-5-(2,6-dimethyl-4-pyridyl)thiazol-2-yl]-3-(1-hydroxy-1-methyl-ethyl)piperazine-1-carboxamide